CYCLOBUTANECARBOXALDEHYDE C1(CCC1)C=O